6-(7,8-dimethyl-[1,2,4]triazolo[4,3-b]pyridazin-6-yl)-3-[1-(2-pyridylmethyl)pyrazol-4-yl]-7,8-dihydro-5H-1,6-naphthyridine CC1=C(C=2N(N=C1N1CC=3C=C(C=NC3CC1)C=1C=NN(C1)CC1=NC=CC=C1)C=NN2)C